2-(5-fluoro-thiophene-2-yl)acetamide FC1=CC=C(S1)CC(=O)N